(±)-cis-(2s,5s)-4-((5-isopropoxypyridin-2-yl)oxy)-2,5-dimethylpiperidine-1-carboxylic acid tert-butyl ester C(C)(C)(C)OC(=O)N1[C@H](C[C@H]([C@H](C1)C)OC1=NC=C(C=C1)OC(C)C)C |&1:10|